(3-ethyl-1-(pyrimidin-2-yl)-1H-pyrazol-4-yl)methanone C(C)C1=NN(C=C1C=O)C1=NC=CC=N1